C1(C(CCCC1)N)N 1,2-cyclohexanedi-amine